S1C2=C(C(C1)=O)C=CC=C2 benzo[b]thiophen-3(2H)-one